N1(CCC1)C(=O)[C@H]1OCCN(C1)C=1C=2N(C=C(C1)S(=O)(=O)NC1(CC1)C)C(=CN2)C=2SC(=NN2)C(F)F (S)-8-(2-(azetidine-1-carbonyl)morpholino)-3-(5-(difluoromethyl)-1,3,4-thiadiazol-2-yl)-N-(1-methylcyclopropyl)imidazo[1,2-a]pyridine-6-sulfonamide